C1(CC1)C1=CC=C(C=C1)C1=CC=C(C=C1)CCCNC=1C2=C(N=C(N1)SC)SC(=C2)C N-(3-(4'-cyclopropyl-[1,1'-biphenyl]-4-yl)propyl)-6-methyl-2-(methylthio)thieno[2,3-d]pyrimidin-4-amine